O=C1N(SC2=C1C=CC=C2)C2=CC=C(C(=O)OC(C)(C)C)C=C2 tert-butyl 4-(3-oxobenzo[d]isothiazol-2(3H)-yl)benzoate